C1(CCC(=CC1)C=1N=C(SC1)NC(OC(C)(C)C)=O)C1=CC=CC=C1 tert-butyl (4-(1,2,3,6-tetrahydro-[1,1'-biphenyl]-4-yl)thiazol-2-yl)carbamate